ethyl 4-({4-[(3S)-3-aminopyrrolidin-1-yl]-5-[(4,4-difluorocyclohexyl)carbamoyl]-3-(3,5-difluorophenyl)pyridin-2-yl}oxy)butanoate N[C@@H]1CN(CC1)C1=C(C(=NC=C1C(NC1CCC(CC1)(F)F)=O)OCCCC(=O)OCC)C1=CC(=CC(=C1)F)F